N-((1-Aminoisoquinolin-6-yl)methyl)-4-(((1-methylpiperidin-4-yl)methyl)amino)thiazole-5-carboxamide NC1=NC=CC2=CC(=CC=C12)CNC(=O)C1=C(N=CS1)NCC1CCN(CC1)C